C(#C)C=1C=CC=C2C=CC=C(C12)C1=CC=C2C(=NC(=NC2=C1F)OC[C@]12CCCN2C[C@@H](C1)F)N1C[C@@H](N(CC1)C(C(=C)F)=O)CC#N 2-((S)-4-(7-(8-ethynylnaphth-1-yl)-8-fluoro-2-(((2R,7aS)-2-fluorotetrahydro-1H-pyrrolizin-7a(5H)-yl)methoxy)quinazolin-4-yl)-1-(2-fluoroacryloyl)piperazin-2-yl)acetonitrile